(4-trifluoromethyl-benzyl)-proline FC(C1=CC=C(CN2[C@@H](CCC2)C(=O)O)C=C1)(F)F